CC=1C=C(N)C=CC1OC1=CC2=C(N(C=N2)C)C=C1 3-methyl-4-[(1-methyl-1,3-benzodiazol-5-yl)oxy]aniline